(2-Methyl)tetrahydrofuran CC1OCCC1